C(C1=CC=CC=C1)(=O)OC(CC)CCCC(C)C.[N] nitrogen 3-Isononyl benzoate